NC1=C(C=C(C(=C1)S(=O)(=O)O)N)S(=O)(=O)O 2,5-diamino-1,4-benzenedisulphonic acid